CN(CC#CC1=CC=2N=C(N=C(C2S1)N1CCOCC1)N1N=C(C=C1)C=1C=C(C=CC1)C)C N,N-Dimethyl-3-(4-morpholino-2-(3-(m-tolyl)-1H-pyrazol-1-yl)thieno[3,2-d]pyrimidin-6-yl)prop-2-yn-1-amine